3-(4-((3-benzyl-9-methyl-4H,6H-thieno[2,3-e][1,2,4]triazolo[3,4-c][1,4]oxazepin-2-yl)ethynyl)-1H-pyrazol-1-yl)propyl 4-(2-(2,6-dioxopiperidin-3-yl)-oxoisoindolin-4-yl)butanoate O=C1NC(CCC1N1C(C2=CC=CC(=C2C1)CCCC(=O)OCCCN1N=CC(=C1)C#CC1=C(C2=C(N3C(COC2)=NN=C3C)S1)CC1=CC=CC=C1)=O)=O